2,6-dimethyl-4-(3,3,4,4-tetradeuterio-6-fluoro-1H-isoquinolin-2-yl)aniline CC1=C(N)C(=CC(=C1)N1CC2=CC=C(C=C2C(C1([2H])[2H])([2H])[2H])F)C